methyl 2-[(3R)-4-{[2-(1-benzylpiperidin-4-yl)ethyl]carbamoyl}-3-methylpiperazin-1-yl]-6-chloropyrimidine-4-carboxylate C(C1=CC=CC=C1)N1CCC(CC1)CCNC(=O)N1[C@@H](CN(CC1)C1=NC(=CC(=N1)C(=O)OC)Cl)C